zinc-silver chloride [Ag]Cl.[Zn]